2-[(2R)-2-(1-cyclopropylpyrazol-4-yl)tetrahydropyran-4-yl]-4-(2,5-difluoro-4-methyl-phenyl)-6,7-dimethyl-5,6,7,8-tetrahydropteridine C1(CC1)N1N=CC(=C1)[C@@H]1OCCC(C1)C1=NC=2NC(C(NC2C(=N1)C1=C(C=C(C(=C1)F)C)F)C)C